IRON OXIDE [O-2].[Fe+2]